N-[(2-chlorophenyl)methyl]-6-methyl-4-[(1-methylcyclopropyl)amino]furo[2,3-d]pyrimidine-5-carboxamide ClC1=C(C=CC=C1)CNC(=O)C1=C(OC=2N=CN=C(C21)NC2(CC2)C)C